C(=O)(O)C(C(C1=CC=CC=C1)(C1=CC=CC=C1)C(=O)O)CCCC dicarboxydiphenyl-hexane